N[C@@H]([C@@H](C)O[C@@H](C(F)(F)F)C)C1=NC2=C(N1)C=CC(=C2F)[C@@H](COC)N2C(N[C@@H](C2)C(F)(F)F)=O (S)-1-((S)-1-(2-((1R,2R)-1-Amino-2-(((R)-1,1,1-trifluoropropan-2-yl)oxy)propyl)-4-fluoro-1H-benzo[d]imidazol-5-yl)-2-methoxyethyl)-4-(trifluoromethyl)imidazolidin-2-one